6-[4-[3-(methylamino)propionyl]-1,4-diazepan-1-yl]pyridine-3-carbonitrile hydrochloride Cl.CNCCC(=O)N1CCN(CCC1)C1=CC=C(C=N1)C#N